C(C1=CC=CC=C1)N1CC2N(C[C@H](C1=O)CC1=CC=CC=C1)C(C1=C(N2C(=O)NCC2=CC=NC=C2)C=CS1)=O (8R)-6,8-dibenzyl-7,11-dioxo-N-(pyridin-4-ylmethyl)-4a,5,6,7,8,9-hexahydrothieno[3',2':4,5]pyrimido[1,2-a][1,4]diazepine-4(11H)-carboxamide